N1=C(NC2=C1C=CC=C2)C(S(=O)O)N Benzimidazol-2-yl-(amino)-methanesulfinic acid